ethyl (S)-3-(4,5-difluoro-2',6'-dimethyl-[1,1'-biphenyl]-3-yl)-3-((S)-2-(5-(2-(dimethylamino)ethyl)-4-methyl-2-oxopyridin-1(2H)-yl)-4-methylpentanamido)propanoate FC1=C(C=C(C=C1F)C1=C(C=CC=C1C)C)[C@H](CC(=O)OCC)NC([C@H](CC(C)C)N1C(C=C(C(=C1)CCN(C)C)C)=O)=O